(E)-1-(2-chloro-3,4-dihydroxyphenyl)ethan-1-one O-(3-(5-methyl-1,2,4-oxadiazol-3-yl)benzyl) oxime CC1=NC(=NO1)C=1C=C(CO\N=C(/C)\C2=C(C(=C(C=C2)O)O)Cl)C=CC1